S1C(=CC=C1)C[C@@H](N)C(=O)O 3-(2-thienyl)-D-alanine